BrC=1C=C(CN(S(=O)(=O)C2=CC=C(C=C2)NC(\C=C\C2=CC=NC=C2)=O)CC2=CC=C(C=C2)F)C=CC1 (E)-N-(4-(N-(3-bromobenzyl)-N-(4-fluorobenzyl)sulfamoyl)phenyl)-3-(pyridin-4-yl)acrylamide